C(C=C)OC=1C=C(C=CC1)NC(=O)C=1C=C2N=CC=NC2=CC1 N-(3-(allyloxy)phenyl)quinoxaline-6-carboxamide